C(C1=CC=CC=C1)OC(=O)NC(C(=O)OCC1=CC=CC=C1)CNC(=O)C1=CC2=NC=CC(=C2S1)CF benzyl 2-(((benzyloxy)carbonyl)amino)-3-(7-(fluoromethyl)thieno[3,2-b]pyridine-2-carboxamido)propanoate